C(C)(=O)NC1=CC=C(C=C1)NC(=O)[C@@H]1CN([C@H](O1)C(F)(F)F)C1=CC(=C(C=C1)[N+](=O)[O-])C(F)(F)F (2R,5S)-N-(4-Acetamidophenyl)-3-(4-nitro-3-(trifluoromethyl)phenyl)-2-(trifluoromethyl)oxazolidin-5-carboxamid